ClC1=C(C(=NC=N1)C1OCCCNC1)OC (6-chloro-5-methoxy-pyrimidin-4-yl)-1,4-oxaazepan